5-ethynyl-4,6-dimethoxypyrimidine C(#C)C=1C(=NC=NC1OC)OC